NC(C(=O)O)CCCCCCCC alpha-aminon-decanoic acid